ClC=1C=C(C(=O)NC2=CC=NC=3N=CN(C(C32)=O)CC3=C(C=CC=C3)OC(F)(F)F)C=C(C1O)Cl 3,5-dichloro-4-hydroxy-N-(4-oxo-3-(2-(trifluoromethoxy)benzyl)-3,4-dihydropyrido[2,3-d]pyrimidin-5-yl)benzamide